N-(6-amino-5-ethyl-3-pyridyl)-2-[(2R,5S)-2-[2-[(1R)-1-(dimethylamino)ethyl]-1,3-benzothiazol-5-yl]-5-methyl-1-piperidyl]-2-oxo-acetamide NC1=C(C=C(C=N1)NC(C(=O)N1[C@H](CC[C@@H](C1)C)C=1C=CC2=C(N=C(S2)[C@@H](C)N(C)C)C1)=O)CC